1,1,1,3,3,3-Hexafluoropropan-2-yl 5-fluoro-2-((pyrazolo[1,5-a]pyrimidine-3-carboxamido)methyl)benzofuran-7-carboxylate FC=1C=C(C2=C(C=C(O2)CNC(=O)C=2C=NN3C2N=CC=C3)C1)C(=O)OC(C(F)(F)F)C(F)(F)F